(R)-5-bromo-N-(1-((3,3-difluorocyclobutyl)amino)-4-methylpentan-2-yl)-2,4-difluoro-N-methylbenzenesulfonamide BrC=1C(=CC(=C(C1)S(=O)(=O)N(C)[C@@H](CNC1CC(C1)(F)F)CC(C)C)F)F